FC(C1=CC(=NC(=C1)C(F)(F)F)N1[C@@H](CC[C@@H]1C)C(=O)N(C)C1=CC=C(C=C1)F)(F)F (2S,5S)-1-(4,6-bis(trifluoromethyl)-pyridin-2-yl)-N-(4-fluorophenyl)-N,5-dimethylpyrrolidine-2-carboxamide